tert-butyl (1-(bicyclo[1.1.1]pentan-1-ylamino)-1-oxohexan-2-yl)carbamate C12(CC(C1)C2)NC(C(CCCC)NC(OC(C)(C)C)=O)=O